[N].NC=1SC2=C(N1)C=C(C=C2)C=2C=C(C(=O)NCC1CC1)C=CC2 3-(2-aminobenzo[d]thiazol-5-yl)-N-(cyclopropylmethyl)benzamide nitrogen